Cl(=O)(=O)(=O)O.C(C)N(C1=CC=CC=C1)CC N,N-diethylaniline perchlorate salt